(5RS,7RS)-2-[(6-chloropyridin-3-yl)methyl]-5-{[(3S)-3-fluoro-pyrrolidin-1-yl]carbonyl}-7-(trifluoromethyl)-5,6,7,8-tetrahydro[1,2,4]triazolo[4,3-a]pyridin-3(2H)-one ClC1=CC=C(C=N1)CN1N=C2N([C@H](C[C@H](C2)C(F)(F)F)C(=O)N2C[C@H](CC2)F)C1=O |&1:12,14|